ClC=1C(=NC(=NC1)N1C[C@H]([C@@H](CC1)NC1=CC=C2C(=NN(C2=C1)C)C1C(NC(CC1)=O)=O)C)NC=1C=C2CC(N(C2=CC1F)C)=O 3-(6-(((3R,4R)-1-(5-chloro-4-((6-fluoro-1-methyl-2-oxoindolin-5-yl)amino)pyrimidin-2-yl)-3-methylpiperidin-4-yl)amino)-1-methyl-1H-indazol-3-yl)piperidine-2,6-dione